(1R,2R,3S,4R,5S)-4-(2-Chloro-6-((dicyclopentylmethyl)amino)9H-purin-9-yl)-1-(hydroxymethyl)bicyclo[3.1.0]hexane-2,3-diol ClC1=NC(=C2N=CN(C2=N1)[C@H]1[C@@H]([C@@H]([C@@]2(C[C@H]12)CO)O)O)NC(C1CCCC1)C1CCCC1